2-{[(3S,4R)-3-fluoro-1-[4-({8-[3-(methanesulfonylmeth-yl)azetidin-1-yl]-5-(propan-2-yl)isoquinolin-3-yl}amino)pyrimidin-2-yl]piperidin-4-yl]oxy}ethan-1-ol F[C@H]1CN(CC[C@H]1OCCO)C1=NC=CC(=N1)NC=1N=CC2=C(C=CC(=C2C1)C(C)C)N1CC(C1)CS(=O)(=O)C